FC=1C=C(C=C(C1N1CCN(CC1)C1COC1)F)NC(OCC1=CC=CC=C1)=O benzyl (3,5-difluoro-4-(4-(oxetan-3-yl)piperazin-1-yl)phenyl)carbamate